C(C)(C)(C)OC(=O)N[C@H]1CN(CCC1)C1=NC=2N(C(N(C(C2N1CC#CC)=O)CC1=NC2=CC=CC=C2C(=N1)C)=O)C 8-[(3R)-3-tert-butoxycarbonylamino-1-piperidinyl]-7-(2-butyn-1-yl)-3,7-dihydro-3-methyl-1-[(4-methyl-2-quinazolinyl)methyl]-1H-purine-2,6-dione